[N+](=O)([O-])C1=C(C=CC(=C1)[N+](=O)[O-])SC1=C(C(=O)O)C=CC=C1 2-[(2,4-dinitrophenyl)thio]benzoic acid